FC(F)(F)N1CC=CC=C1 (trifluoromethyl)-1,2-dihydropyridin